4-tert-butyl-3-hydroxy-2,6-dimethylbenzyl chloride C(C)(C)(C)C1=C(C(=C(CCl)C(=C1)C)C)O